NC=1N=NC(=CC1C1=CC=C(C=C1)C=1CCN(CC1)CC(=O)OC(C)(C)C)C1=C(C=CC=C1)O tert-butyl 2-(4-(4-(3-amino-6-(2-hydroxyphenyl)pyridazin-4-yl)phenyl)-3,6-dihydropyridin-1(2H)-yl)acetate